OCCN(C([O-])=O)CCO N,N-bis(2-hydroxyethyl)carbamate